C1(=CC=CC=C1)CS(=O)(=O)OC1=C(O[C@@](C1=O)([2H])C1=CC=C(C=C1)C(F)(F)F)N([2H])[2H] (S)-2-(amino-d2)-4-oxo-5-(4-(trifluoromethyl)phenyl)-4,5-dihydrofuran-3-yl-5-d phenylmethanesulfonate